NC(C([C@H](CC(C)C)NC(=O)C=1C(=NOC1C1=CC=CC=C1)C)=O)=O (S)-N-(1-AMINO-5-METHYL-1,2-DIOXOHEXAN-3-YL)-3-METHYL-5-PHENYLISOXAZOLE-4-CARBOXAMIDE